BrC=1C(=C2C=3C(=NC(=NC3C1F)S(=O)(=O)C)N([C@@H](CCO2)C)CC(F)F)Cl (R)-10-bromo-9-chloro-4-(2,2-difluoroethyl)-11-fluoro-5-methyl-2-(methylsulfonyl)-4,5,6,7-tetrahydro-[1,5]oxazocino[4,3,2-de]quinazoline